C(C)(=O)N1CC(=CCC1)C1=CC(=C2C=C(NC2=C1F)C(=O)O)C1=C(C=NC=C1)OC 6-(1-Acetyl-1,2,5,6-tetrahydropyridin-3-yl)-7-fluoro-4-(3-methoxypyridin-4-yl)-1H-indole-2-carboxylic acid